(4-(2-chloro-3-methylphenyl)piperazin-1-yl)-2-(3-(4-hydroxypiperidine-1-carbonyl)-4,5,6,7-tetrahydro-1H-indazol-1-yl)ethanone ClC1=C(C=CC=C1C)N1CCN(CC1)C(CN1N=C(C=2CCCCC12)C(=O)N1CCC(CC1)O)=O